2,4-dihydroxy-N-(indolin-5-yl)-N,5-diisopropylbenzamide OC1=C(C(=O)N(C(C)C)C=2C=C3CCNC3=CC2)C=C(C(=C1)O)C(C)C